C(C)NCCCC(=O)N1CCN(CC1)C1=NC=C(C=N1)C(F)(F)F 4-(ethylamino)-1-(4-(5-(trifluoromethyl)pyrimidin-2-yl)piperazin-1-yl)butan-1-one